7-bromo-3,8-difluoroquinolin-2-amine BrC1=CC=C2C=C(C(=NC2=C1F)N)F